5-(tert-butyldimethylsilyloxy)-1-ethyl-1H-indole-3-carbaldehyde [Si](C)(C)(C(C)(C)C)OC=1C=C2C(=CN(C2=CC1)CC)C=O